4-(6-(3,4-Dimethoxyphenyl)-5H-pyrrolo[3,2-d]pyrimidin-2-yl)piperidine-1-carboxylic acid tert-butyl ester C(C)(C)(C)OC(=O)N1CCC(CC1)C=1N=CC2=C(N1)C=C(N2)C2=CC(=C(C=C2)OC)OC